FC(CN1N=CC=2C1=NC(=CN2)N2C[C@H]1[C@H](CC2)CN(C1)C1=NC=CC(=C1)C(F)(F)F)(F)F [(3aR,7aS)-5-[1-(2,2,2-trifluoroethyl)-1H-pyrazolo[3,4-b]pyrazin-6-yl]-octahydro-1H-pyrrolo[3,4-c]pyridin-2-yl]-4-(trifluoromethyl)pyridine